N-(3-chloro-4-fluorophenyl)-7-fluoro-1-(3-(pyridin-3-yl)ureido)-2,3-dihydro-1H-indene-4-carboxamide ClC=1C=C(C=CC1F)NC(=O)C=1C=2CCC(C2C(=CC1)F)NC(=O)NC=1C=NC=CC1